2-[4-[(2S)-2-[(4-Cyanophenyl)formamido]-5-[[(1R,2S)-2-(4-fluorophenyl)-cyclopropyl]amino]pentanoyl]-piperazin-1-yl]acetic acid C(#N)C1=CC=C(C=C1)C(=O)N[C@H](C(=O)N1CCN(CC1)CC(=O)O)CCCN[C@H]1[C@@H](C1)C1=CC=C(C=C1)F